[Cu](Cl)Cl.O water copper chloride